1-cyclopentyl-5-[2-(1,1-difluoroethyl)phenyl]-1H-pyrazol C1(CCCC1)N1N=CC=C1C1=C(C=CC=C1)C(C)(F)F